1-chloro-2-methoxy-ethane ClCCOC